CC(=C(C=O)C)CCC=CCCC(C=C)=C Dimethyl-10-methylen-2,6,11-dodecatrienal